tert-butyl 4-methyl-3-(4-(trifluoromethyl) phenyl)-2,3-dihydro-1H-pyrrole-1-carboxylate CC=1C(CN(C1)C(=O)OC(C)(C)C)C1=CC=C(C=C1)C(F)(F)F